[Pd+2].ClC1=C([C-](C=C1)P(C(C)(C)C)C(C)(C)C)Cl.[C-]1(C=CC=C1)P(C(C)(C)C)C(C)(C)C.[Fe+2] dichloro[1,1'-bis(di-tert-butylphosphino)ferrocene] palladium (II)